COC=1C=CC2=C(N=C(O2)C=2N=C3SC(=NN3C2)SC)C1OCC=1N=C(SC1)C1=CC=CC=C1 methoxy-2-(2-(methylsulfanyl)imidazo[2,1-b][1,3,4]thiadiazol-6-yl)-4-((2-phenylthiazol-4-yl)methoxy)benzo[d]oxazole